2-(2-aminoethoxy)isoindoline-1,3-dione hydrochloride Cl.NCCON1C(C2=CC=CC=C2C1=O)=O